4-((S)-3-(dimethylamino)pyrrolidine-1-carbonyl)-N-(3-((S)-1-((4-methyl-4H-1,2,4-triazol-3-yl)thio)ethyl)phenyl)picolinamide CN([C@@H]1CN(CC1)C(=O)C1=CC(=NC=C1)C(=O)NC1=CC(=CC=C1)[C@H](C)SC1=NN=CN1C)C